NC1=C(C(=NN1C)C1CC2CC(CC2C1)C(N[C@H](C(F)(F)F)C)=O)C(=O)NC1=CC(=C(C=C1)F)Cl 5-amino-N-(3-chloro-4-fluorophenyl)-1-methyl-3-(5-(((S)-1,1,1-trifluoropropan-2-yl)carbamoyl)octahydropentalen-2-yl)-1H-pyrazole-4-carboxamide